N-hydroxyethyl-lauramide OCCNC(CCCCCCCCCCC)=O